ClC1=CC=C(CN(C2=NN=C(S2)NC(C2=C(C=NC=C2)C2=C(C=CC=C2)OC)=O)C)C=C1 N-(5-((4-chlorobenzyl)(methyl)amino)-1,3,4-thiadiazol-2-yl)-3-(2-methoxyphenyl)isonicotinamide